2-isopropyl-1H-pyrrolo[3,2-b]pyridine-5-carboxamide C(C)(C)C1=CC2=NC(=CC=C2N1)C(=O)N